5-Methoxy-2-methyl-1H-pyrrolo[3,2-b]pyridine COC1=CC=C2C(=N1)C=C(N2)C